(S)-3-oxotetrahydro-3H-oxazolo[3,4-a]pyrazin O=C1OCC=2N1CCNC2